tert-butyl 3-((8-chloro-3-(5-(difluoromethyl)-1,3,4-thiadiazol-2-yl)-6-(N-(1-(fluoromethyl)cyclopropyl)sulfamoyl)indolizin-1-yl)methyl)azetidine-1-carboxylate ClC1=CC(=CN2C(=CC(=C12)CC1CN(C1)C(=O)OC(C)(C)C)C=1SC(=NN1)C(F)F)S(NC1(CC1)CF)(=O)=O